N(=C=O)CCCCCN1C(C=CC1=O)=O 1-(5-isocyanatopentyl)-1H-pyrrole-2,5-dione